C(#N)\C(=C/C=1C=CC(=C(C(=O)OC)C1)O)\C(NC=1SC=C(N1)C1=CC=CC=C1)=O methyl (E)-5-(2-cyano-3-oxo-3-((4-phenylthiazol-2-yl)amino)prop-1-en-1-yl)-2-hydroxybenzoate